5-((5-(E)-3-butyltridecane-2-enoyl)oxy)pentyl((3-hydroxypropyl)amino)pentyl (E)-3-Propyl-2-tridecenoate C(CC)\C(=C/C(=O)OCCCCC(NCCCO)CCCCCOC(\C=C\CC(CCCCCCCC)C(CC)C)=O)\CCCCCCCCCC